C12C(CC(CC1)N2)=O 7-azabicyclo[2.2.1]heptan-2-one